ClC=1C=2C(N=C3N(C2C=CC1)C1=CC(=CC=C1C3(C)C)C=3C=NN(C3)CC=3N=CC(=NC3)N3CCC(CC3)C3=CC(=C(C(=C3)F)N3C(CCCC3=O)=O)F)=O (4-(1-(5-((4-(4-chloro-7,7-dimethyl-5-oxo-5,7-dihydroindolo[1,2-a]quinazolin-10-yl)-1H-pyrazol-1-yl)methyl)pyrazin-2-yl)piperidin-4-yl)-2,6-difluorophenyl)piperidine-2,6-dione